Cl.FC1(CNCC[C@H]1C1=CC=C2C(=NN(C2=C1)C)N1C(NC(CC1)=O)=O)F 1-[6-[(4S)-3,3-difluoro-4-piperidinyl]-1-methyl-indazol-3-yl]hexahydropyrimidine-2,4-dione hydrochloride